1,5-dibromo-2,6-dimethylthionaphthalene BrC1=C(C=CC2=C(C(=CC=C12)SC)Br)SC